salicylidenehydrazine C(C=1C(O)=CC=CC1)=NN